OC(=O)C(F)(F)F.N1=C(C=NC=C1)[C@H]1NOCC1 (3S)-3-pyrazin-2-ylisoxazolidine TFA salt